CC(CC(=O)C1=C(C(=C(OCC=2N=CC(=NC2)C=2C=CC(=C(C(=O)O)C2)OC)C=C1)C)O)(C)C 5-(5-((4-(3,3-Dimethylbutanoyl)-3-hydroxy-2-methylphenoxy)methyl)pyrazin-2-yl)-2-methoxybenzoic acid